N-(7-chloro-9H-pyrido[3,4-b]indol-3-yl)cyclopropanecarboxamide ClC1=CC=C2C3=C(NC2=C1)C=NC(=C3)NC(=O)C3CC3